4-(4-aminophenyl)piperidine NC1=CC=C(C=C1)C1CCNCC1